1-(4-(3-((1r,7r)-3,5-dimethyladamantan-1-yl)ureido)-3-fluorobenzyl)-N-(2-hydroxypropyl)piperidine-4-carboxamide CC12CC3(CC(CC(C1)(C3)C)C2)NC(NC2=C(C=C(CN3CCC(CC3)C(=O)NCC(C)O)C=C2)F)=O